FC=1C=C(C=CC1C(F)(F)F)NC(NCCCCCCCCCCCCCC(=O)O)=O 14-(3-(3-fluoro-4-(trifluoromethyl)phenyl)ureido)tetradecanoic acid